C(C)(C)(C)C1=C(C=CC(=C1O)C(C)(C)C)C1=C(C(=C(C=C1)C(C)(C)C)O)C(C)(C)C 2,2',4,4'-tetra-tert-butyl-3,3'-dihydroxy-biphenyl